CC(=C=C)CC 3-methyl-1,2-pentadiene